FC1(CC(CC1)CN1N=C(C(=C1C(=O)NC1=CC(=CC=C1)S(N)(=O)=O)C)C(C)(F)F)F 1-((3,3-difluorocyclopentyl)methyl)-3-(1,1-difluoroethyl)-4-methyl-N-(3-sulfamoylphenyl)-1H-pyrazole-5-carboxamide